lead aniline NC1=CC=CC=C1.[Pb]